C(#N)C1=CC=C(C2=CC=CC=C12)NC(C(C)(C)N1N=CC(=C1)C1CCN(CC1)C1CC2C(CN(C2)C(=O)OC(C)(C)C)C1)=O cis-tert-butyl 5-(4-(1-(1-((4-cyanonaphthalen-1-yl)amino)-2-methyl-1-oxopropan-2-yl)-1H-pyrazol-4-yl)piperidin-1-yl)hexahydrocyclopenta[c]pyrrole-2(1H)-carboxylate